2-((S)-1-(4-(6-((4-cyano-2-fluorobenzyl)oxy)pyridin-2-yl)-2-oxopiperazine-1-yl)ethyl)-1-(((S)-oxetan-2-yl)methyl)-1H-benzo[d]imidazole-6-carboxylate C(#N)C1=CC(=C(COC2=CC=CC(=N2)N2CC(N(CC2)[C@@H](C)C2=NC3=C(N2C[C@H]2OCC2)C=C(C=C3)C(=O)[O-])=O)C=C1)F